C(C)N1N=C(C=C1C1[C@H]2CC(C[C@@H]12)N1CCOCCC1)C=1C=NC=C(C1)C(F)(F)F 4-((1R,3s,5S,6r)-6-(1-ethyl-3-(5-(trifluoromethyl)pyridin-3-yl)-1H-pyrazol-5-yl)bicyclo[3.1.0]hexane-3-yl)-1,4-oxaazepane